Cl[Si]1(C[SiH](CCC1)Cl)Cl 1,1,3-trichloro-1,3-disilacyclohexane